quinolate sodium [Na+].N1=C(C=CC2=CC=CC=C12)C(=O)[O-]